O[C@@H]1CC2=CC[C@H]3[C@@H]4CC[C@@H]([C@@]4(C)CC[C@@H]3[C@]2(CC1)C)O 3β,17β-DIHYDROXYANDROST-5-ENE